2-bromo-5-(4-(trifluoromethoxy)phenyl)oxazole BrC=1OC(=CN1)C1=CC=C(C=C1)OC(F)(F)F